6-(2-hydroxypropan-2-yl)-3-(oxolan-3-yloxy)-2,3-dihydro-1H-isoindol-1-one OC(C)(C)C1=CC=C2C(NC(C2=C1)=O)OC1COCC1